FC1(CCN(CCC1)C1=C(C(=O)N)C=CC(=N1)C(F)F)F 2-(4,4-Difluoroazepan-1-yl)-6-(difluoromethyl)nicotinamide